CN(C=1SC=2N=C(SC2N1)C1=NC=C(N=C1)C=1C=NNC1)[C@@H]1C[C@@H](NCC1)C N-methyl-N-[(2S,4S)-2-methylpiperidin-4-yl]-5-[5-(1H-pyrazol-4-yl)pyrazin-2-yl][1,3]thiazolo[5,4-d][1,3]thiazol-2-amine